OC[C@@H]1CC2[C@H](C(OC=3C=C(C=C(C23)O)C(C)(CCCCCC)C)(C)C)CC1 (6Ar,9S)-9-(hydroxymethyl)-6,6-dimethyl-3-(2-methyloctan-2-yl)-6a,7,8,9,10,10a-hexahydrobenzo[c]chromen-1-ol